O(S(=O)(=O)C(F)(F)F)C1=NC(=NC(=C1)C=1N=NN(C1)C1=C(C=C(C=C1)Br)N1CCC2(CC2)CC1)N1CCC(CC1)(F)F 6-[1-(2-{6-azaspiro[2.5]octane-6-yl}-4-bromophenyl)-1H-1,2,3-triazol-4-yl]-2-(4,4-Difluoropiperidin-1-yl)pyrimidin-4-yl triflate